FC1=C(C(=CC(=C1)OC)F)C1=C(C(N(N1C)C1=NC(=CC=C1C(F)(F)F)OCCO)=O)NC(C1=CC=C(C=C1)OC(F)F)=O N-[5-(2,6-difluoro-4-methoxyphenyl)-2-[6-(2-hydroxyethoxy)-3-(trifluoromethyl)pyridin-2-yl]-1-methyl-3-oxo-2,3-dihydro-1H-pyrazol-4-yl]-4-(difluoromethoxy)benzamide